(S)-2-(cyanomethyl)-4-{2-[((R)-1-methylpyrrolidin-2-yl)methoxy]-5,6,7,8-tetrahydropyrido[3,4-d]pyrimidin-4-yl}piperazine-1-carboxylic acid tert-butyl ester C(C)(C)(C)OC(=O)N1[C@H](CN(CC1)C=1C2=C(N=C(N1)OC[C@@H]1N(CCC1)C)CNCC2)CC#N